(3-fluoro-5-methyl-phenyl)-(4-pyridinyl)methanone FC=1C=C(C=C(C1)C)C(=O)C1=CC=NC=C1